1,3-Bis(isocyanatomethyl)-4,5-dichlorobenzol N(=C=O)CC1=CC(=C(C(=C1)Cl)Cl)CN=C=O